C(C)OC=1C=C(C=C(C1)OCC)C(C)N(C(=O)NC1(CCCC1)C(=O)OC)CCCCC1=CC=CC=C1 Methyl 1-({[1-(3,5-diethoxyphenyl)ethyl](4-phenylbutyl)carbamoyl}amino)cyclopentane-1-carboxylate